C(C)(C)(C)OC(=O)N1CCC2(CC1)C(C1=C(C=CC=C1C2)C#N)=N[S@](=O)C(C)(C)C (R)-1-((tert-butylsulfinyl)imino)-7-cyano-1,3-dihydrospiro[indene-2,4'-piperidine]-1'-carboxylic acid tert-butyl ester